3-chloro-2-[(2-cyclopropyl-6-fluoro-4-{[(2Z)-imidazolidin-2-ylidene]carbamoyl}phenyl)amino]-N-{3-fluorobicyclo[1.1.1]pentan-1-yl}pyridine-4-carboxamide ClC=1C(=NC=CC1C(=O)NC12CC(C1)(C2)F)NC2=C(C=C(C=C2F)C(N=C2NCCN2)=O)C2CC2